ClC=1C(=C(C=CC1)NC1=C2C(=NC(=C1)NC=1N=NC(=CC1)C)NN(C2=O)C)OC 4-((3-chloro-2-methoxyphenyl)amino)-2-methyl-6-((6-methylpyridazin-3-yl)amino)-1,2-dihydro-3H-pyrazolo[3,4-b]pyridin-3-one